N-((3S,4S)-3-((6-(2,6-dichloro-3,5-dimethoxyphenyl)-8-(4-methoxy-4-methylpiperidin-1-yl)pyrido[3,4-d]pyrimidin-2-yl)amino)tetrahydro-2H-pyran-4-yl)acrylamide ClC1=C(C(=C(C=C1OC)OC)Cl)C1=CC2=C(N=C(N=C2)N[C@@H]2COCC[C@@H]2NC(C=C)=O)C(=N1)N1CCC(CC1)(C)OC